3-(2-(5-(4-fluorobenzylidene)-3-(4-tert-butylphenyl)-4-oxothiazolidine-2-ylidene)hydrazono)-5-methylindol-2-one FC1=CC=C(C=C2C(N(C(S2)=NN=C2C(NC3=CC=C(C=C23)C)=O)C2=CC=C(C=C2)C(C)(C)C)=O)C=C1